C(C1=CC=CC=C1)OCC1=NN(C(N1CC)=O)C=1C(=CC2=C(N(CN(C2=O)C2=C(C=CC=C2F)Cl)C2CCC2)N1)F 7-(3-((benzyloxy)methyl)-4-ethyl-5-oxo-4,5-dihydro-1H-1,2,4-triazol-1-yl)-3-(2-chloro-6-fluorophenyl)-1-cyclobutyl-6-fluoro-2,3-dihydropyrido[2,3-d]pyrimidin-4(1H)-one